2-methyl-6,6-bis(4-sulfonatobutyl)-9,12-dioxa-6-aza-2-silapentadecan-6-ium-15-carboxylate C[SiH](C)CCC[N+](CCOCCOCCCC(=O)[O-])(CCCCS(=O)(=O)[O-])CCCCS(=O)(=O)[O-]